BrC1=CC=C(N=N1)OC1CC(NC2(CCC2)C1)(C)C 8-((6-bromopyridazin-3-yl)oxy)-6,6-dimethyl-5-azaspiro[3.5]nonane